2-((5-nitro-3-oxoisobenzofuran-1(3H)-ylidene)methyl)benzonitrile [N+](=O)([O-])C=1C=C2C(OC(C2=CC1)=CC1=C(C#N)C=CC=C1)=O